C(C=C)OC(=O)C1=CC2=C(S1)C=CC(=C2)C(P(O)(=O)NCC2=CC=CC=C2)(F)F P-((2-((allyloxy)carbonyl)benzo[b]thiophen-5-yl)difluoromethyl)-N-benzylphosphonamidic acid